2-(1-acryloyl-4-(7-(7-fluoro-3,4-dihydroquinolin-1(2H)-yl)-2-((1-(2,2,2-trifluoroethyl)pyrrolidin-2-yl)methoxy)-5,6,7,8-tetrahydroquinazolin-4-yl)piperazin-2-yl)acetonitrile C(C=C)(=O)N1C(CN(CC1)C1=NC(=NC=2CC(CCC12)N1CCCC2=CC=C(C=C12)F)OCC1N(CCC1)CC(F)(F)F)CC#N